N-((S)-2-ethyl-4,4-difluorobutanoyl)-O-((1S,3S)-3-(2-(5,6,7,8-tetrahydro-1,8-naphthyridin-2-yl)ethyl)cyclobutyl)-L-homoserine C(C)[C@H](C(=O)N[C@@H](CCOC1CC(C1)CCC1=NC=2NCCCC2C=C1)C(=O)O)CC(F)F